tetrahydropyrimidin-2(1H)-imine N1C(NCCC1)=N